N-(2-chloro-3-(1-hydroxy-2,3-dihydro-1H-inden-4-yl)phenyl)-5-methyl-1-methyl-4,5,6,7-tetrahydro-1H-imidazo[4,5-c]Pyridine-2-formamide ClC1=C(C=CC=C1C1=C2CCC(C2=CC=C1)O)NC(=O)C=1N(C2=C(CN(CC2)C)N1)C